N-(2-(4-(4-(Methylcarbamoyl)phenoxy)phenyl)propan-2-yl)-1,4-diaza-bicyclo[3.2.2]nonane-4-carboxamide CNC(=O)C1=CC=C(OC2=CC=C(C=C2)C(C)(C)NC(=O)N2CCN3CCC2CC3)C=C1